C(C1=CC=CC=C1)OC(=O)N1CCCC12CCCC2 1-azaspiro[4.4]nonane-1-carboxylic acid benzyl ester